7-dehydro-cholesterol C[C@H](CCCC(C)C)[C@H]1CC[C@@H]2[C@@]1(CC[C@H]3C2=CC=C4[C@@]3(CC[C@@H](C4)O)C)C